CN1CC[C@]23[C@@H]4C(=O)CC[C@]2([C@H]1CC5=C3C(=C(C=C5)OC)O4)O (-)-oxycodone